ClC1=CNC=2N=C(N=C(C21)NC2CCCCC2)NC2=C(C=C(C=C2)P2(CCN(CC2)C2CCOCC2)=O)OC 4-(4-((5-chloro-4-(cyclohexylamino)-7H-pyrrolo[2,3-d]pyrimidin-2-yl)amino)-3-methoxyphenyl)-1-(tetrahydro-2H-pyran-4-yl)-1,4-azaphosphinane 4-oxide